2-(3-chlorophenyl)-4-(3'-(4,6-diphenyl-1,3,5-triazin-2-yl)-5'-(naphthalen-2-yl)-[1,1'-biphenyl]-2-yl)-6-phenyl-1,3,5-triazine ClC=1C=C(C=CC1)C1=NC(=NC(=N1)C1=C(C=CC=C1)C1=CC(=CC(=C1)C1=CC2=CC=CC=C2C=C1)C1=NC(=NC(=N1)C1=CC=CC=C1)C1=CC=CC=C1)C1=CC=CC=C1